(E)-N-(3-chloro-2-(trifluoromethyl)phenyl)-2-(hydroxyimino)acetamide ClC=1C(=C(C=CC1)NC(/C=N/O)=O)C(F)(F)F